ClC1=CC=C(C=C1)N1C(C(=NC=2C=NC(=NC12)OCC)C=1C=CC2=C(N(C(=N2)CO)C)C1)=O 8-(4-chlorophenyl)-2-ethoxy-6-(2-(Hydroxymethyl)-1-methyl-1H-benzo[d]imidazol-6-yl)pteridin-7(8H)-one